tetradecadiene-1-ol C(=CC=CCCCCCCCCCC)O